silyl-(vinyl)amide [SiH3][N-]C=C